(3-(1,3-dioxoisoindolin-2-yl)propyl)triphenyl-phosphonium bromide [Br-].O=C1N(C(C2=CC=CC=C12)=O)CCC[P+](C1=CC=CC=C1)(C1=CC=CC=C1)C1=CC=CC=C1